IC1=CC=CC=2N(C(N(C21)C)=O)C2C(NC(CCC2)=O)=O 3-(4-iodo-3-methyl-2-oxo-benzimidazol-1-yl)azepane-2,7-dione